CC1(CC1)C1=CC=C(C=C1)C12CCN(CC2C1)C(=O)C1CC2(C1)NC(CC2)=O (rac)-(2r,4s)-2-(6-(4-(1-Methylcyclopropyl)phenyl)-3-azabicyclo[4.1.0]heptane-3-carbonyl)-5-azaspiro[3.4]octan-6-one